C(C)(C)OCCOCCOC=C(C)C1=CC=C(C=C1)C(=COCCC)C 1-(1-(2-(2-isopropoxyethoxy)ethoxy)prop-1-en-2-yl)-4-(1-propoxyprop-1-en-2-yl)benzene